BrC1=CC(=NC=C1)OC 4-bromo-2-methoxypyridine